7-(6-(1H-1,2,4-triazol-3-yl)pyridin-3-yl)-1-isopropyl-3,4-dihydropyrazino[2,3-b]pyrazin N1N=C(N=C1)C1=CC=C(C=N1)C1=CN=C2C(=N1)N(CCN2)C(C)C